N-((6-chloropyridin-3-yl)methyl)-2-(trifluoromethoxy)aniline ClC1=CC=C(C=N1)CNC1=C(C=CC=C1)OC(F)(F)F